1-(1-(4-Chlorophenoxy)-3-(thiophen-2-ylsulfonyl)propan-2-yl)piperidine ClC1=CC=C(OCC(CS(=O)(=O)C=2SC=CC2)N2CCCCC2)C=C1